BrC=1C=NN(C1C)CC1(OC(CCC1)(C)C)C 4-bromo-5-methyl-1-((2,6,6-trimethyltetrahydro-2H-pyran-2-yl)methyl)-1H-pyrazole